S1C=CC2=C1C(=CC=C2)C(C)N 1-(benzothien-7-yl)ethylamine